N1=CC(=C2N1C=CC=N2)C(N)=S pyrazolo[1,5-a]pyrimidine-3-thioamide